NC1=NC(=CC(=N1)N1CCC2(C[C@H](NC2)C(=O)O)CC1)O[C@@H](C(F)(F)F)C1=C(C=C(C=C1)Cl)C1=CC(=C(C=C1)Cl)C (S)-8-(2-amino-6-((R)-1-(4',5-dichloro-3'-methyl-[1,1'-biphenyl]-2-yl)-2,2,2-trifluoroethoxy)pyrimidin-4-yl)-2,8-diazaspiro[4.5]decane-3-carboxylic acid